CC1=C(C=C2NC(C(NC2=C1)=O)=O)S(=O)(=O)NC1=CC(=C(C=C1)C1=CC=C(C=C1)C#C[Si](C)(C)C)C#C[Si](C(C)C)(C(C)C)C(C)C 7-methyl-2,3-dioxo-N-(2-((triisopropylsilyl)ethynyl)-4'-((trimethylsilyl)ethynyl)-[1,1'-biphenyl]-4-yl)-1,2,3,4-tetrahydroquinoxaline-6-sulfonamide